6-bromo-3-(3-(2-ethoxy-2-oxoethyl)piperidin-1-yl)-2-methyl-4-nitropyridine 1-oxide BrC1=CC(=C(C(=[N+]1[O-])C)N1CC(CCC1)CC(=O)OCC)[N+](=O)[O-]